F[C@@]1([C@@H](CN(C1)C1=NO[C@@H](C1)C1=C(C(=CC=C1F)F)C1=C(C=CC=C1F)F)NS(=O)(=O)C)C N-{(3R,4S)-4-fluoro-4-methyl-1-[(5S)-5-(2',3,6,6'-tetrafluoro[1,1'-biphenyl]-2-yl)-4,5-dihydro-1,2-oxazol-3-yl]pyrrolidin-3-yl}methanesulfonamide